ClCC=1C=C(C=NC1C)[C@@H](C(C(=O)[O-])(C)C)C1=C(C2=C(N(N=N2)C2CC2)C=C1)C (S)-3-(5-(chloromethyl)-6-methylpyridin-3-yl)-3-(1-cyclopropyl-4-methyl-1H-benzo[d][1,2,3]triazol-5-yl)-2,2-dimethylpropanoate